(3S,6S,7R,8R)-8-benzyl-3-[({3-[(isobutyryloxy)methoxy]-4-methoxypyridin-2-yl} carbonyl)amino]-6-methyl-4,9-dioxo-1,5-dioxonan-7-yl-2-methylpropanoate C(C1=CC=CC=C1)[C@@H]1[C@H]([C@@H](OC([C@H](COC1=O)NC(=O)C1=NC=CC(=C1OCOC(C(C)C)=O)OC)=O)C)OC(C(C)C)=O